C[Bi]1N[Bi](N[Bi](N1)C)C 2,4,6-trimethyl-1,3,5,2,4,6-triazatribismane